ClC=1C(=NC2=CC(=CC(=C2C1)F)CCC1=C[C@H]([C@H]2[C@@H]1OC(O2)(C)C)N2C=CC1=C2N=C(N=C1Cl)C)N 3-Chloro-7-(2-((3aS,4R,6aR)-4-(4-chloro-2-methyl-7H-pyrrolo[2,3-d]pyrimidin-7-yl)-2,2-dimethyl-3a,6a-dihydro-4H-cyclopenta[d][1,3]dioxol-6-yl)ethyl)-5-fluoroquinolin-2-amine